C(O)/C(/C(=O)O)=C(\C)/CO 2,3-dimethylolcrotonic acid